(S)-1-(3-(Cyclopropylmethyl)-4-(3-(2,4-difluoro-3-hydroxy-5-(trifluoromethyl)phenyl)-1-methyl-1H-pyrazolo[3,4-d]pyrimidin-6-yl)piperazin-1-yl)-2,2,2-trifluoroethan-1-one C1(CC1)C[C@H]1CN(CCN1C1=NC=C2C(=N1)N(N=C2C2=C(C(=C(C(=C2)C(F)(F)F)F)O)F)C)C(C(F)(F)F)=O